C(C1=CC=CC=C1)N1C(CC1(C)C)C(=O)O 1-benzyl-4,4-dimethylazetidine-2-carboxylic acid